2E,6Z-nonadienal CC/C=C\CC/C=C/C=O